Ethyl 3-(3-benzoyl-1-(2-(4-(difluoromethyl)-1-tosylpiperidin-2-yl)benzyl)thioureido)-1H-pyrrole-2-carboxylate C(C1=CC=CC=C1)(=O)NC(N(CC1=C(C=CC=C1)C1N(CCC(C1)C(F)F)S(=O)(=O)C1=CC=C(C)C=C1)C1=C(NC=C1)C(=O)OCC)=S